4,5-dihydrothiophene-2-carboxylic acid ethyl ester C(C)OC(=O)C=1SCCC1